4-[3-[2,6-Dichloro-4-(1-methylpyrazol-4-yl)benzoyl]-2-oxo-1,4-dihydro-quinazolin-8-yl]-2-morpholin-4-ylbenzoic acid ClC1=C(C(=O)N2C(NC3=C(C=CC=C3C2)C2=CC(=C(C(=O)O)C=C2)N2CCOCC2)=O)C(=CC(=C1)C=1C=NN(C1)C)Cl